FC=1C=C2CCN(CC2=CC1C1=CC=C(C=C1)C(F)(F)F)CC=C 1-(6-Fluoro-7-(4-(trifluoromethyl)phenyl)-3,4-dihydroisoquinolin-2(1H)-yl)prop-2-en